3,3-dimethyldihydrofuran-2(3H)-one CC1(C(OCC1)=O)C